CN1N=NN=C1SC1=C(C(=O)NC=2SC3=C(N2)C=CC(=C3)OC(F)(F)F)C=C(C=C1)[N+](=O)[O-] 2-(1-methyl-1H-tetrazol-5-ylsulfanyl)-5-nitro-N-(6-trifluoromethoxy-benzothiazol-2-yl)-benzamide